C(CCC(=O)OCCNC)(=O)OCCNC bis(2-(methylamino) ethyl) succinate